(S)-5-fluoro-4-[6-(fluoromethyl)-2-(5-fluoro-2-pyridyl)-6-methyl-5,7-dihydro-4H-Pyrazolo[1,5-a]Pyridin-3-yl]-1H-pyrazolo[3,4-b]Pyridine FC=1C(=C2C(=NC1)NN=C2)C=2C(=NN1C2CC[C@](C1)(C)CF)C1=NC=C(C=C1)F